E-9,11-tetradecadienol C(CCCCCCC\C=C\C=CCC)O